COC(CCOCCOS(=O)(=O)C1=CC=C(C=C1)C)=O 3-[2-[(4-Methylbenzenesulfonyl)oxy]ethoxy]propionic acid methyl ester